(9H-fluoren-9-yl)methyl (5-((S)-2-((S)-2-((tert-butoxycarbonyl)amino)-3-methylbutanamido)-5-ureidopentanamido)-2-(chloromethyl)benzyl)(methyl)carbamate C(C)(C)(C)OC(=O)N[C@H](C(=O)N[C@H](C(=O)NC=1C=CC(=C(CN(C(OCC2C3=CC=CC=C3C=3C=CC=CC23)=O)C)C1)CCl)CCCNC(=O)N)C(C)C